The molecule is a dihydroxy monocarboxylic acid that is 20-hydroxyicosanoic acid in which the pro-R hydrogen beta to the carboxy group is replaced by a hydroxy group. It is a 3-hydroxy carboxylic acid, an omega-hydroxy fatty acid, a dihydroxy monocarboxylic acid and a long-chain fatty acid. It derives from a 20-hydroxyicosanoic acid. C(CCCCCCCC[C@H](CC(=O)O)O)CCCCCCCCO